CC(C(=O)O)=CC1=CC=C(C=C1)N methyl-4-aminocinnamic acid